[Ca+2].P(=O)(OC1=CC=C(C=C1)C(=O)O)([O-])[O-] p-carboxyphenyl phosphate, calcium salt